5-chloro-N-[(1S)-4,4-difluoro-1-[2-(methylamino)-2-oxo-acetyl]pentyl]-2-[(3-fluorobicyclo[1.1.1]pentane-1-carbonyl)amino]pyridine-3-carboxamide ClC=1C=C(C(=NC1)NC(=O)C12CC(C1)(C2)F)C(=O)N[C@@H](CCC(C)(F)F)C(C(=O)NC)=O